C(C)C=1C(NC2=C(N1)C=NC(=C2F)C=C)=O 3-ethyl-8-fluoro-7-vinylpyrido[3,4-b]pyrazin-2(1H)-one